C(#N)[C@H](C[C@@H]1C(NCCC1)=O)NC(=O)[C@@H]1N(C[C@@H]2[C@H]1CC(C2)(F)F)C(=O)C=2NC1=C(C(=CC(=C1C2)F)C)F (1R,3aS,6aR)-N-((S)-1-cyano-2-((R)-2-oxopiperidin-3-yl)ethyl)-2-(4,7-difluoro-6-methyl-1H-indole-2-carbonyl)-5,5-difluorooctahydrocyclopenta[c]pyrrole-1-carboxamide